COC(C1=CC(C(=O)OC)=C(C=C1)OC)=O.FC=1C=C(C=CC1C=O)C1=CC=C(C=C1)CC=1C(OC2=CC(=CC=C2C1C)OCC(CN1CCC(CC1)C(=O)N)O)=O 1-(3-((3-((3'-fluoro-4'-formyl-[1,1'-biphenyl]-4-yl)methyl)-4-methyl-2-oxo-2H-chromen-7-yl)oxy)-2-hydroxypropyl)piperidine-4-carboxamide dimethyl-p-methoxyisophthalate